1-(2-pyridyl)-8-(3-pyridyl)-4,5-dihydrobenzo[g]indazole-3-carboxylic acid N1=C(C=CC=C1)N1N=C(C=2CCC3=C(C12)C=C(C=C3)C=3C=NC=CC3)C(=O)O